[Li+].C(C=C)(=O)[NH-] acrylamide, lithium salt